2-(azetidin-3-yloxy)-1-(4-(3,4-dichloro-5-fluoro-1H-indole-2-carbonyl)piperazin-1-yl)ethan-1-one N1CC(C1)OCC(=O)N1CCN(CC1)C(=O)C=1NC2=CC=C(C(=C2C1Cl)Cl)F